N-(2-(4-amino-8-chloro-7-(1H-pyrazol-3-yl)-2H-pyrazolo[3,4-c]quinolin-2-yl)ethyl)-5-fluoropyrimidinecarboxamide NC1=NC=2C=C(C(=CC2C=2C1=NN(C2)CCNC(=O)C2=NC=C(C=N2)F)Cl)C2=NNC=C2